3,4-dihydro-2H-pyrrole-1-oxide [N+]=1(CCCC1)[O-]